tris(bromoneopentyl) phosphate P(=O)(OC(C(C)(C)C)Br)(OC(C(C)(C)C)Br)OC(C(C)(C)C)Br